ClC1=CN=C2C(=N1)N(C=C2C2=NC(=C(C(=N2)N[C@@H]2[C@H](C1CCC2CC1)C(=O)OCC)F)C=1SC=CC1)C(C1=CC=CC=C1)(C1=CC=CC=C1)C1=CC=CC=C1 (2S,3S)-ethyl 3-((2-(3-chloro-5-trityl-5H-pyrrolo[2,3-b]pyrazin-7-yl)-5-fluoro-6-(thiophen-2-yl)pyrimidin-4-yl)amino)bicyclo[2.2.2]octane-2-carboxylate